CC(=O)NC1=C(C=C(C=C1)[N+](=O)[O-])C(F)(F)F 4-nitro-2-(trifluoromethyl)acetanilide